CC=1N=C2N(C=C(C=C2C#N)C=2N=C3C(=NC2)N=C(S3)OC3CC(NC(C3)(C)C)(C)C)C1 2-Methyl-6-{2-[(2,2,6,6-tetramethylpiperidin-4-yl)oxy][1,3]thiazolo[4,5-b]pyrazin-6-yl}imidazo[1,2-a]pyridin-8-carbonitril